2-(3-fluoro-5-(pyridin-4-ylamino)phenyl)-5-(pyridin-4-ylamino)isoindolin-1-one (S)-tert-butyl-4-(3-(3-bromophenyl)-2-((tert-butoxycarbonyl)amino)propionamido)benzoate C(C)(C)(C)OC(C1=CC=C(C=C1)NC([C@H](CC1=CC(=CC=C1)Br)NC(=O)OC(C)(C)C)=O)=O.FC=1C=C(C=C(C1)NC1=CC=NC=C1)N1C(C2=CC=C(C=C2C1)NC1=CC=NC=C1)=O